8-fluoro-2-(6-methoxypyridin-3-yl)chroman FC=1C=CC=C2CCC(OC12)C=1C=NC(=CC1)OC